ethyl (1-{[6-{[(1S)-1-cyclopropylethyl] amino}-2-(pyrazolo[5,1-b][1,3]thiazol-7-yl)pyrimidin-4-yl]carbonyl}piperidin-4-yl)carbamate C1(CC1)[C@H](C)NC1=CC(=NC(=N1)C=1C=NN2C1SC=C2)C(=O)N2CCC(CC2)NC(OCC)=O